ClC=1N=C(C2=C(N1)N(C=C2F)[C@H]2[C@@H]([C@@H]([C@H](O2)COCP(O)(O)=O)O)O)N[C@@H](C)C2=CC=CC=C2 [(2R,3S,4R,5R)-5-[2-chloro-5-fluoro-4-[[(1S)-1-phenylethyl]-amino]pyrrolo[2,3-d]-pyrimidin-7-yl]-3,4-dihydroxy-tetrahydro-furan-2-yl]methoxy-methylphosphonic acid